ClC1=C(OC2C[C@H]3CC[C@@H](C2)N3C(=O)OC(C)(C)C)C=C(C(=C1)S(N(C=1SC=CN1)CC1=C(C=C(C=C1)OC)OC)(=O)=O)F tert-butyl (1R,3s,5S)-3-(2-chloro-4-(N-(2,4-dimethoxybenzyl)-N-(thiazol-2-yl)sulfamoyl)-5-fluorophenoxy)-8-azabicyclo[3.2.1]octane-8-carboxylate